methyl 6-isopropoxy-2-(1-(methoxymethyl)-2-oxabicyclo[2.1.1]hexan-4-yl)-2H-indazole-5-carboxylate C(C)(C)OC=1C(=CC2=CN(N=C2C1)C12COC(C1)(C2)COC)C(=O)OC